N1C=NC2=C1C=CC(=C2)NC(=O)C=2SC(=CC2)CN2N=C(C=C2C)C N-(1H-benzo[d]imidazol-5-yl)-5-((3,5-dimethyl-1H-pyrazol-1-yl)methyl)thiophene-2-carboxamide